OC1=C(N(C(=CC1=O)C)C)CNC(CCC(CCC(=O)NCC=1N(C(=CC(C1O)=O)C)C)(CCC(NCC=1N(C(=CC(C1O)=O)C)C)=O)N)=O 4-amino-4-{2-[(3-hydroxy-1,6-dimethyl-4-oxo-1,4-dihydropyridin-2-ylmethyl)carbamoyl]Ethyl}pimelic acid bis[(3-hydroxy-1,6-dimethyl-4-oxo-1,4-dihydropyridin-2-ylmethyl)-amide]